NC=1C=NC=CC1C=1N(C(C=CC1)=O)C 3'-amino-1-methyl-[2,4-bipyridin]-6(1H)-one